FC=1C=C(C=CC1)C1=C(C(=C(N=N1)NC1C[C@@H]2[C@@H](CN(C2)CC2CCOCC2)C1)C#N)C 6-(3-fluorophenyl)-5-methyl-3-(((3aR,5s,6aS)-2-((tetrahydro-2H-pyran-4-yl)methyl)octahydrocyclopenta[c]pyrrol-5-yl)amino)pyridazine-4-carbonitrile